4-bromo-N1-(1-methylsulfonylazetidin-3-yl)-6-(trifluoromethyl)benzene-1,2-diamine BrC=1C=C(C(=C(C1)C(F)(F)F)NC1CN(C1)S(=O)(=O)C)N